O=C1NC(CCC1N1C(N(C2=C1C=CC(=C2)CC=O)C)=O)=O 2-[1-(2,6-dioxo-3-piperidinyl)-3-methyl-2-oxo-benzimidazol-5-yl]acetaldehyde